3-amino-N-methyl-4-[(2-oxo-1,3-dihydrobenzimidazol-5-yl)amino]benzamide NC=1C=C(C(=O)NC)C=CC1NC1=CC2=C(NC(N2)=O)C=C1